NC1=C(C(NC2=C(C=CC=C12)C1=NC(=CC=C1F)COC)=O)C(=O)NCCC 4-Amino-8-(3-fluoro-6-(methoxymethyl)pyridin-2-yl)-2-oxo-N-propyl-1,2-dihydroquinoline-3-carboxamide